C(C1=CC=C(C(=O)OCC(CCCCC)CCC)C=C1)(=O)OCC(CCCCC)CCC di(2-propyl heptyl) terephthalate